FC(C(CC=O)=O)(F)F 4,4,4-trifluorobutane-1,3-dione